[Fe](C#N)C#N.[Zn].[K] potassium zinc iron cyanide